C(#C)C=1C=C(C(=O)NC2=NC3=C(N2C2CCC(CC2)O)C=CC=C3)C=C(N1)C=1C=NN(C1)C 2-ethynyl-N-(1-((1s,4s)-4-hydroxycyclohexyl)-1H-benzo[d]imidazol-2-yl)-6-(1-methyl-1H-pyrazol-4-yl)isonicotinamide